3-(3-chlorophenyl)-3-azabicyclo[3.1.0]hexane-6-carbonitrile ClC=1C=C(C=CC1)N1CC2C(C2C1)C#N